FC1=CC(=CC2=CN(N=C12)C1CCN(CC1)C(=O)OC(C)(C)C)C1=CC2=C(N=C(O2)C)C=C1 tert-butyl 4-[7-fluoro-5-(2-methyl-1,3-benzoxazol-6-yl)indazol-2-yl]piperidine-1-carboxylate